trifluorophosphonium chloride [Cl-].F[PH+](F)F